O=C1N(C(CC1)=O)C(C(=O)[O-])(CCC)C (2,5-dioxopyrrolidin-1-yl)2-methylpentanoate